7-[[5-[(2R)-2-(1-hydroxy-1-methyl-ethyl)morpholin-4-yl]-2-pyridyl]amino]-4-imidazo[1,2-a]pyrazin-3-yl-isoindolin-1-one OC(C)(C)[C@H]1CN(CCO1)C=1C=CC(=NC1)NC=1C=CC(=C2CNC(C12)=O)C1=CN=C2N1C=CN=C2